6-chloro-4-phenyl-1H-quinolin ClC=1C=C2C(=CCNC2=CC1)C1=CC=CC=C1